2-ethyltetramethylenediisocyanate C(C)C(CN=C=O)CCN=C=O